C(C)(=O)O[C@@H]1[C@H](O[C@@H]([C@H]([C@@H]1OCC1=CC=CC=C1)O)CO)F 2-O-Acetyl-3-O-benzyl-α-D-mannopyranosyl fluoride